ClC=1C=CC(=C(C1)C1=NN2C(=NC=3C=CC=CC3C2=N1)N[C@H](C)C(=O)NCCN(C)C)OC(F)(F)F N2-{2-[5-chloro-2-(trifluoromethoxy)phenyl][1,2,4]triazolo[1,5-c]quinazolin-5-yl}-N-[2-(dimethylamino)ethyl]-D-alaninamide